C[C@@]1(OC2=C(C(=C(C(=C2CC1)C)O)C)C)CCC[C@@H](CCC[C@@H](CCCC(C)C)C)C (2R)-2,5,7,8-Tetramethyl-2-[(4R,8R)-(4,8,12-trimethyltridecyl)]chroman-6-ol